3-[(4-methoxyphenyl)methyl]-2-{[(4-methoxyphenyl)methyl]sulfanyl}-7-methyl-8-[4-(pyrrolidine-1-carbonyl)phenyl]pyrazolo[1,5-a][1,3,5]triazin-4-one COC1=CC=C(C=C1)CN1C(=NC=2N(C1=O)N=C(C2C2=CC=C(C=C2)C(=O)N2CCCC2)C)SCC2=CC=C(C=C2)OC